C(C)(C)(C1=CC=CC=C1)C1=C(C=CC(=C1)C(C)(C)C1=CC=CC=C1)O 2,4-di-α-cumylphenol